4-(1-ethyl-1H-pyrazol-5-yl)-2-[(3R)-3-methylmorpholin-4-yl]-8-[1-(tetrahydro-2H-pyran-2-yl)-1H-pyrazol-5-yl]-1,7-naphthyridine C(C)N1N=CC=C1C1=CC(=NC2=C(N=CC=C12)C1=CC=NN1C1OCCCC1)N1[C@@H](COCC1)C